(2R)-3-(((2,3-bis(((R)-3-((tert-butoxycarbonyl)amino)butanoyl)oxy)propoxy)-(hydroxy)phosphoryl)oxy)propane-1,2-diyl ditetradecanoate C(CCCCCCCCCCCCC)(=O)OC[C@H](COP(=O)(O)OCC(COC(C[C@@H](C)NC(=O)OC(C)(C)C)=O)OC(C[C@@H](C)NC(=O)OC(C)(C)C)=O)OC(CCCCCCCCCCCCC)=O